(4'-amino-3,3'-dimethyl-[1,1'-biphenyl]-4-yl)carbamic acid tert-butyl ester C(C)(C)(C)OC(NC1=C(C=C(C=C1)C1=CC(=C(C=C1)N)C)C)=O